NC1=CC=C(C=C1)[S@](=O)(NC1CCC1)=N[Si](C)(C)C(C)(C)C (S)-4-amino-N'-(tert-butyldimethylsilyl)-N-cyclobutylbenzenesulfonimidamide